FC=1C=CC(=NC1)C(CC)N(C=1NC(C2=C(N1)N(N=C2C#N)C(C)C=2C=NC(=CC2)C(F)(F)F)=O)C 6-[1-(5-fluoro-2-pyridyl)propyl-methyl-amino]-4-oxo-1-[1-[6-(trifluoromethyl)-3-pyridyl]ethyl]-5H-pyrazolo[3,4-d]pyrimidine-3-carbonitrile